5-bromo-7-formyl-1,1-dimethyl-3-oxoisoindole-2-carboxylic acid tert-butyl ester C(C)(C)(C)OC(=O)N1C(C2=C(C=C(C=C2C1=O)Br)C=O)(C)C